1,6-dimethylimidazo[1,2-a]pyridin-1-ium iodide [I-].C[N+]=1C=CN2C1C=CC(=C2)C